ClC1=C(C=CC=C1C1=C(C(=NC=C1)C=1C=C2C(=NC1)C(=CN2C)C=O)Cl)C2=CC=C(C(=N2)OC)CN(C(OC(C)(C)C)=O)C[C@H]2NC(CC2)=O tert-butyl N-[[6-[2-chloro-3-[3-chloro-2-(3-formyl-1-methyl-pyrrolo[3,2-b]pyridin-6-yl)-4-pyridyl]phenyl]-2-methoxy-3-pyridyl]methyl]-N-[[(2S)-5-oxopyrrolidin-2-yl]methyl]carbamate